O=C1NC(CCC1N1C(C2=CC=C(C=C2C1=O)NCCC[C@@H]1C[C@H](C1)N1N=C(C(=C1)C1=NC2=CC=CC(=C2N=C1)C1CCN(CC1)C)C)=O)=O 2-(2,6-dioxopiperidin-3-yl)-5-((3-(trans-3-(3-methyl-4-(5-(1-methylpiperidin-4-yl)quinoxalin-2-yl)-1H-pyrazol-1-yl)cyclobutyl)propyl)amino)isoindoline-1,3-dione